BrC1=NN(C(=C1C(F)(F)F)CO)CC=1C=C(C=CC1F)C#N 3-{[3-bromo-5-(hydroxymethyl)-4-(trifluoromethyl)pyrazol-1-yl]methyl}-4-fluorobenzene-1-carbonitrile